(tri-tertiary butyl-phosphino)(2'-amino-1,1'-biphenyl-2-yl)palladium (II) C(C)(C)(C)P(C(C)(C)C)(C(C)(C)C)[Pd]C1=C(C=CC=C1)C1=C(C=CC=C1)N